N-[4-(difluoromethoxy)-2-pyridyl]-4-methyl-3-[(3S)-1-pyrazolo[1,5-a]pyrimidin-3-ylpyrrolidin-3-yl]benzamide FC(OC1=CC(=NC=C1)NC(C1=CC(=C(C=C1)C)[C@H]1CN(CC1)C=1C=NN2C1N=CC=C2)=O)F